6-(7,8-dimethyl-[1,2,4]triazolo[4,3-b]pyridazin-6-yl)-3-(oxetan-3-ylmethoxy)-5,6,7,8-tetrahydro-1,6-naphthyridine CC1=C(C=2N(N=C1N1CC=3C=C(C=NC3CC1)OCC1COC1)C=NN2)C